pyrenyl-ethanol C1(=CC=C2C=CC3=CC=CC4=CC=C1C2=C34)C(C)O